N-Oxazol-2-yl-3-[3-(4-trifluoromethoxy-benzyl)-3H-imidazo[4,5-b]pyridin-2-yl]-propionamide O1C(=NC=C1)NC(CCC1=NC=2C(=NC=CC2)N1CC1=CC=C(C=C1)OC(F)(F)F)=O